C(C)(=O)NC1=CN(C2=CC=C(C=C12)CCC1C[C@@H]2[C@@H](CN(C2)C(=O)OC(C)(C)C)C1)C(=O)OC(C)(C)C tert-Butyl 3-acetamido-5-(2-((3aR,5r,6aS)-2-(tert-butoxycarbonyl) octahydro cyclopenta[c]pyrrol-5-yl)ethyl)-1H-indole-1-carboxylate